ClC=1C(=NC(=NC1)NC=1C=NN(C1)C1CCN(CC1)C1COC1)N1C=C(C2=CC(=CC=C12)N)C 1-[5-Chloro-2-[[1-[1-(oxetan-3-yl)-4-piperidyl]pyrazol-4-yl]amino]pyrimidin-4-yl]-3-methyl-indol-5-amine